o-tolylethylaminofluorosilane C1(=C(C=CC=C1)CCN[SiH2]F)C